BrC1=CC=C(C=C1)N1N=C(C=C1C1CC1)C(=O)OCC ethyl 1-(4-bromophenyl)-5-cyclopropylpyrazole-3-carboxylate